[N+](=O)([O-])C=1C=C2CCC(C2=CC1OC1=CC=C(C=C1)C1=NC=CC=C1)OP(=O)(N1CC1)N1CC1 Di(aziridin-1-yl)phosphinic acid 5-nitro-6-(4-(pyridin-2-yl) phenoxy)-2,3-dihydro-1H-inden-1-yl ester